N,N'-bis(diazepan-ylmethylene)-(1S,2S)-diphenylethylenediamine N1(NCCCCC1)C=NC(C1=CC=CC=C1)C(N=CN1NCCCCC1)C1=CC=CC=C1